C1(CC1)CN1N=CC=2C3=C(CCC12)C=C(C(=C3F)N3CC(NS3(=O)=O)=O)O 5-(3-(cyclopropylmethyl)-9-fluoro-7-hydroxy-4,5-dihydro-3H-benzo[e]indazol-8-yl)-1,2,5-thiadiazolidin-3-one 1,1-dioxide